CC1(CC1)N1C=NC2=C1C=C(C=C2)B2OC(C(O2)(C)C)(C)C 1-(1-methylcyclopropyl)-6-(4,4,5,5-tetramethyl-1,3,2-dioxaborolan-2-yl)benzimidazole